4-nitro-2,5-dimethoxy-amphetamine [N+](=O)([O-])C1=CC(=C(CC(N)C)C=C1OC)OC